ClC1=C(C=CC=C1)C=1N=C(SC1)N/N=C/C1=C(C=CC=C1)C(=O)OCCC (E)-4-(2-chlorophenyl)-2-(2-propoxyformylbenzylidenehydrazino)thiazole